C(#N)C=1N=C(C(=NC1)NCC1=CC=C(C=C1)C=1C=C2C(=NC1)NN=C2NC(OCC)=O)C(N[C@@H](C)C2=CC(=C(C=C2)F)F)=O (S)-ethyl 5-(4-((5-cyano-3-(1-(3,4-difluorophenyl)ethylcarbamoyl)pyrazin-2-ylamino)methyl)phenyl)-1H-pyrazolo[3,4-b]pyridin-3-ylcarbamate